2-methyl-imidazole tert-butyl-(2S)-2-({[4-(aminomethyl)pyridin-3-yl]oxy}methyl)morpholine-4-carboxylate C(C)(C)(C)OC(=O)N1C[C@H](OCC1)COC=1C=NC=CC1CN.CC=1NC=CN1